6-Chloro-3-[(1R)-1-[3,6-dimethyl-2-(1-methylpyrazol-3-yl)-4-oxo-chromen-8-yl]ethoxy]pyridine-2-sulfonamide ClC1=CC=C(C(=N1)S(=O)(=O)N)O[C@H](C)C=1C=C(C=C2C(C(=C(OC12)C1=NN(C=C1)C)C)=O)C